F[P-](F)(F)(F)(F)F.C(CCC)N1CN(C=C1)CCCC 1,3-dibutyl-imidazole hexafluorophosphate